ClC=1C=C2C(=NC(=NC2=C(C1C1=C(C=CC=C1O)F)F)OC[C@H]1N(CCC1)C)N1C[C@H](N(CC1)C(=O)OCC1=CC=CC=C1)CC#N (2R)-benzyl 4-(6-chloro-8-fluoro-7-(2-fluoro-6-hydroxyphenyl)-2-(((S)-1-methylpyrrolidin-2-yl)methoxy)quinazolin-4-yl)-2-(cyanomethyl)piperazine-1-carboxylate